O1[C@H](COCC1)CN1N=C2C3=C(C[C@H](C2=C1)C)OC(=C3C(F)(F)F)C(=O)NCC=3C=NC(=NC3)C (4R)-2-{[(2S)-1,4-Dioxan-2-yl]methyl}-4-methyl-N-[(2-methylpyrimidin-5-yl)methyl]-8-(trifluoromethyl)-4,5-dihydro-2H-furo[2,3-g]indazol-7-carboxamid